[Si](C)(C)(C(C)(C)C)OCCN1CC=2N(C=3C(=C(C=CC3C2C=2C=NN(C2)C2OCCCC2)Cl)Cl)CC1=O 2-(2-((tert-butyldimethylsilyl)oxy)ethyl)-6,7-dichloro-10-(1-(tetrahydro-2H-pyran-2-yl)-1H-pyrazol-4-yl)-1,2-dihydropyrazino[1,2-a]indol-3(4H)-one